FC1=CC=C2C(=CNC2=C1)CC(=O)NC1=CC=CC=C1 2-(6-fluoro-1H-indol-3-yl)-N-phenyl-acetamide